1-(3-(5-fluoro-2-(3-(trifluoromethoxy)phenylamino)pyrimidin-4-ylamino)phenyl)-3-methylbut-2-en-1-one FC=1C(=NC(=NC1)NC1=CC(=CC=C1)OC(F)(F)F)NC=1C=C(C=CC1)C(C=C(C)C)=O